C(CCC)C1=CC=C(COC(CCC(=O)O)OCC2=CC=C(C=C2)CCCC)C=C1 4,4-bis((4-butylbenzyl)oxy)butanoic acid